2-[(2S,3R,4R)-2-((R)-2,2-dimethyl-[1,3]dioxolan-4-yl)-tetrahydrofuran-3-yl]ethanol CC1(OC[C@@H](O1)[C@H]1OCC[C@H]1CCO)C